4-(5-(2-fluoro-2-methylpropanamido)benzo[d]oxazol-2-yl)picolinic acid methyl ester COC(C1=NC=CC(=C1)C=1OC2=C(N1)C=C(C=C2)NC(C(C)(C)F)=O)=O